[N+](=O)([O-])C1=NC=C(C=C1NC1CCN(CC1)C(=O)OC(C)(C)C)O[C@H]1COCC1 |r| (rac)-tert-butyl 4-[(2-nitro-5-tetrahydrofuran-3-yloxy-3-pyridyl)amino]piperidine-1-carboxylate